(3,5-di-tert-butyl-4-hydroxyphenyl) (4-fluorophenyl) ketone FC1=CC=C(C=C1)C(=O)C1=CC(=C(C(=C1)C(C)(C)C)O)C(C)(C)C